CC1=NN=C2N1CC(CC2)N 3-methyl-5H,6H,7H,8H-[1,2,4]triazolo[4,3-a]pyridin-6-amine